2-((5-bromo-2-((4-(trifluoromethoxy)phenyl)amino)pyrimidin-4-yl)amino)-N-methylbenzamide BrC=1C(=NC(=NC1)NC1=CC=C(C=C1)OC(F)(F)F)NC1=C(C(=O)NC)C=CC=C1